1-(5-(azidomethyl)-2-nitrophenyl)ethan N(=[N+]=[N-])CC=1C=CC(=C(C1)CC)[N+](=O)[O-]